BrC=1C=C(C=CC1)NC1=NC(=NC(=N1)N)Cl (3-bromophenyl)-6-chloro-1,3,5-triazine-2,4-diamine